O=C1C(C(CC1)CC(=O)OC)CCCCC methyl 3-oxo-2-pentyl-cyclopentaneacetate